5-[2-fluoro-6-hydroxy-4-[[(5-phenyl-2-pyridyl)amino]methyl]phenyl]-1,1-dioxo-1,2,5-thiadiazolidin-3-one FC1=C(C(=CC(=C1)CNC1=NC=C(C=C1)C1=CC=CC=C1)O)N1CC(NS1(=O)=O)=O